cetyl iso-stearate C(CCCCCCCCCCCCCCC(C)C)(=O)OCCCCCCCCCCCCCCCC